tert-butyl N-[(1S)-2-(pent-4-en-1-yloxy)-1-{[(1R,3S)-3-{[2-(trifluoromethyl)quinolin-4-yl]amino}cyclohexyl]carbamoyl}ethyl]carbamate C(CCC=C)OC[C@@H](C(N[C@H]1C[C@H](CCC1)NC1=CC(=NC2=CC=CC=C12)C(F)(F)F)=O)NC(OC(C)(C)C)=O